Br.C1(=CC=CC=C1)C(C=O)(P)C1=CC=CC=C1 diphenyl-phosphino-acetaldehyde hydrobromide